3-(7-(2-Octylcyclopropyl)heptyl)dodecanoic acid ethyl ester C(C)OC(CC(CCCCCCCCC)CCCCCCCC1C(C1)CCCCCCCC)=O